FC1=C(OC2=C(C(=C(C=C2)NC(=O)C2=NN(C=C2)C2=CN=NC=C2)N(CC2CNCCO2)C)C(F)(F)F)C=CC=C1 N-(4-(2-fluorophenoxy)-2-(methyl(morpholin-2-ylmethyl)amino)-3-(trifluoromethyl)phenyl)-1-(pyridazin-4-yl)-1H-pyrazole-3-carboxamide